C(CCC)[N+](CCCCCC)(C)CCCC N,N-Dibutyl-N-methyl-N-hexylammonium